C(C)(C)(C)OC(NCCN1C=CC2=C(C=C(C=C12)OC)Br)=O (2-(4-Bromo-6-methoxy-1H-indol-1-yl)ethyl)carbamic acid tert-butyl ester